4-[3-[4-[(3R,5R)-5-[(3-Bromo-4-oxo-pyrido[1,2-a]pyrimidin-2-yl)amino]-1-methyl-3-piperidyl]phenoxy]propoxy]-2-(2,6-dioxo-3-piperidyl)isoindoline-1,3-dione BrC1=C(N=C2N(C1=O)C=CC=C2)N[C@@H]2C[C@@H](CN(C2)C)C2=CC=C(OCCCOC1=C3C(N(C(C3=CC=C1)=O)C1C(NC(CC1)=O)=O)=O)C=C2